10-butyl-5-[(3-carbamoylphenyl)methyl]-5H,6H,7H,8H,9H,10H-cyclohepta[b]indole-4-carboxylic acid C(CCC)C1CCCCC=2N(C3=C(C=CC=C3C21)C(=O)O)CC2=CC(=CC=C2)C(N)=O